OC1=C(C=C(C=C1)C1=CC=CC=2C3=CC=CC=C3CC12)C(C)C (4-hydroxy-3-isopropylphenyl)fluorene